(2-(7-bromo-8-chloro-2-(chloromethyl)-6-fluoro-1H-imidazo[4,5-c]quinolin-1-yl)ethyl)carbamic acid tert-butyl ester C(C)(C)(C)OC(NCCN1C(=NC=2C=NC=3C(=C(C(=CC3C21)Cl)Br)F)CCl)=O